tert-butyl 2-(4-bromo-3-fluorophenyl)pyrrolidine-1-carboxylate BrC1=C(C=C(C=C1)C1N(CCC1)C(=O)OC(C)(C)C)F